COC1=CC=C(C=C1)C1=CC=C(C=C1)C1=CC=NC=C1 4-(4'-methoxy-[1,1'-biphenyl]-4-yl)pyridine